C1(CC1)N(C1=C(C(=NC=N1)NCC1=CC=C(C=C1)CC(=O)N)F)CC=1C=NC(=NC1)C(F)(F)F 2-[4-[[[6-[cyclopropyl-[[2-(trifluoromethyl)pyrimidin-5-yl]methyl]amino]-5-fluoro-pyrimidin-4-yl]amino]methyl]phenyl]acetamide